2-(9-methyldecyl)isoindole-1,3-dione CC(CCCCCCCCN1C(C2=CC=CC=C2C1=O)=O)C